(R)-3-chloro-4-((3,5-difluoropyridin-2-yl)methoxy-d2)-5',6-dimethyl-2'-(3-(2-(2-carbonylpyrrolidin-1-yl)propan-2-yl)-1H-pyrazol-1-yl)-2H-[1,4'-bipyridin]-2-one ClC=1C(N(C(=CC1OC([2H])([2H])C1=NC=C(C=C1F)F)C)C1=CC(=NC=C1C)N1N=C(C=C1)C(C)(C)N1C(CCC1)=C=O)=O